ClC(CC#N)(Cl)Cl 3,3,3-trichloropropanenitrile